N-(3-iodo-5-fluoro-4-methylphenyl)acetamide IC=1C=C(C=C(C1C)F)NC(C)=O